CN1C(C(=C(C2=CC(=C(C=C12)O[C@H]1COCC1)C)N1CCC(CC1)C=1OC2=C(N1)C=C(C=C2)C)C(=O)N)=O 1,6-dimethyl-4-[4-(5-methyl-1,3-benzooxazol-2-yl)piperidin-1-yl]-2-oxo-7-{[(3R)-oxolan-3-yl]oxy}-1,2-dihydroquinoline-3-carboxamide